CC1(CC=C(C=C1)C(C)SC#N)CCCCCCCCO 1-methyl-4-(1-thiocyanoethyl)benzeneoctanol